isonicotinyl-glycyl-alanine C(C1=CC=NC=C1)NCC(=O)N[C@@H](C)C(=O)O